4-((2s,5r)-4-propenoyl-2,5-dimethylpiperazin-1-yl)-7-(6-amino-3-chloro-2-fluorophenyl)-6-chloro-1-(2-isopropyl-4-(methylsulfanyl)pyridin-3-yl)pyrido[2,3-d]pyrimidin-2(1H)-one C(C=C)(=O)N1C[C@@H](N(C[C@H]1C)C=1C2=C(N(C(N1)=O)C=1C(=NC=CC1SC)C(C)C)N=C(C(=C2)Cl)C2=C(C(=CC=C2N)Cl)F)C